N-cyclopropyl-N'-(4-piperidinyl)oxamide C1(CC1)NC(=O)C(=O)NC1CCNCC1